BrC1=C(C(=O)C2=CC=C(OC=CC(=O)NC=3C=NC=CC3)C=C2)C=CC=C1 3-(4-(2-bromobenzoyl)phenoxy)-N-(pyridin-3-yl)acrylamide